(2E)-3-(1,4,7-trimethyl-1H-benzotriazol-5-yl)prop-2-enoic acid ethyl ester C(C)OC(\C=C\C1=C(C2=C(N(N=N2)C)C(=C1)C)C)=O